((S)-2,2-difluorocyclopropyl)-N-((R,E)-4-(methylsulfonyl)but-3-en-2-yl)pyrimidine-2-carboxamide FC1([C@@H](C1)C1=NC(=NC=C1)C(=O)N[C@H](C)\C=C\S(=O)(=O)C)F